N[C@@H](CC1=CC=C(C=C1)O)C(=O)O.[Co] cobalt tyrosine